2,7-dibromo-10-(4-methoxyphenyl)-9,9-dimethyl-9,10-dihydroacridine BrC1=CC=2C(C3=CC(=CC=C3N(C2C=C1)C1=CC=C(C=C1)OC)Br)(C)C